(2-((1-methyl-4-oxo-2-(trifluoromethyl)-1,4-dihydroquinolin-7-yl)amino)ethyl)phosphonic acid CN1C(=CC(C2=CC=C(C=C12)NCCP(O)(O)=O)=O)C(F)(F)F